ClC=1NC(C2=C(N1)N(N=N2)[C@H](C)C2=C(C=C(C=C2)Cl)Cl)C(C)C 5-chloro-3-((R)-1-(2,4-dichlorophenyl)ethyl)-7-isopropyl-6,7-dihydro-3H-[1,2,3]triazolo[4,5-d]pyrimidine